n-butyl-N-methylpyrrolidine C(CCC)C1N(CCC1)C